NC1=NC=CC=C1C1=NC=2C(=NC(=CC2)C2=CC=CC=C2)N1C1=CC=C(CNC(=O)C=2C(=C(C=CC2)CC(=O)OC)F)C=C1 methyl 2-(3-((4-(2-(2-aminopyridin-3-yl)-5-phenyl-3H-imidazo[4,5-b]pyridin-3-yl)benzyl)carbamoyl)-2-fluorophenyl)acetate